COCC1=C(C=CC=C1)C1=CC=C(C=C1)S(=O)(=O)NCCC1NCCC(C1)CN1N=NC(=C1)N1C(=CC2=CC=CC=C12)C(=O)[O-] 1-((1-(2-((2'-(methoxymethyl)-[1,1'-biphenyl]-4-sulfonamido)ethyl)piperidin-4-yl)methyl)-1H-1,2,3-triazol-4-yl)-1H-indole-2-carboxylate